(R)-N2-(diphenylacetyl)-(R)-N-[1-(4-hydroxyphenyl)ethyl]Argininamide C1(=CC=CC=C1)C(C(=O)N[C@H](CCCNC(N)=N)C(=O)N[C@H](C)C1=CC=C(C=C1)O)C1=CC=CC=C1